Cl.COC[C@H]1C[C@@H](CN1)N1N=C(C=2C1=NC=NC2N)C#CC2=CC1=C(N(C=N1)C)C=C2 1-((3s,5r)-5-(methoxymethyl)pyrrolidin-3-yl)-3-((1-methyl-1H-benzo[d]imidazol-5-yl)ethynyl)-1H-pyrazolo[3,4-d]pyrimidin-4-amine hydrochloride